ClC1=C(C=CC=C1)CC(=O)NC1=CC(=C(C=C1)OCC1COC1)S(N)(=O)=O 2-(2-chlorophenyl)-N-[4-(oxetan-3-ylmethoxy)-3-sulfamoylphenyl]acetamide